N-(1-methyl-3-(4,4,5,5-tetramethyl-1,3,2-dioxaborolan-2-yl)-1H-pyrrolo[2,3-c]pyridin-5-yl)cyclopropanecarboxamide CN1C=C(C=2C1=CN=C(C2)NC(=O)C2CC2)B2OC(C(O2)(C)C)(C)C